(2R)-4-Methyl-2-{[5-({1-[4-(methylsulfonyl)phenyl]ethyl}sulfanyl)-2-oxo-2,3-dihydro[1,3]thiazolo[4,5-d]pyrimidin-7-yl]amino}pentyl dihydrogen phosphate P(=O)(OC[C@@H](CC(C)C)NC=1C2=C(N=C(N1)SC(C)C1=CC=C(C=C1)S(=O)(=O)C)NC(S2)=O)(O)O